2-(2-((2-(2,6-dioxopiperidin-3-yl)-1-oxoisoindolin-4-yl)amino)ethoxy)acetic acid O=C1NC(CCC1N1C(C2=CC=CC(=C2C1)NCCOCC(=O)O)=O)=O